amino-N-isopropylbutanamide NC(C(=O)NC(C)C)CC